FC1(CCN(CCC1)C1=NC2=CC=CC=C2C=C1B(O)O)F [2-(4,4-difluoroazepan-1-yl)-3-quinolinyl]boronic acid